1,3-bis(2-{2-[2-(4-{[(1S,2S)-6-chloro-4-cyano-2-(piperazin-1-yl)-2,3-dihydro-1H-inden-1-yl]oxy}benzenesulfonamido)ethoxy]ethoxy}ethyl)urea ClC1=CC(=C2C[C@@H]([C@H](C2=C1)OC1=CC=C(C=C1)S(=O)(=O)NCCOCCOCCNC(=O)NCCOCCOCCNS(=O)(=O)C1=CC=C(C=C1)O[C@@H]1[C@H](CC2=C(C=C(C=C12)Cl)C#N)N1CCNCC1)N1CCNCC1)C#N